3-methoxyvinylcyclobutene COC=CC1C=CC1